2-tert-butyl-4-morpholin-4-ylphenol C(C)(C)(C)C1=C(C=CC(=C1)N1CCOCC1)O